ClC=1C(=CC(=C(N)C1)F)C=1C=NC(=CC1)OCC1CN(C1)CC(F)(F)F 5-Chloro-2-fluoro-4-(6-((1-(2,2,2-trifluoroethyl)azetidin-3-yl)methoxy)pyridin-3-yl)aniline